CC1(CCOCC1)NC(=O)C=1N=NC=CC1 N-(4-methyltetrahydro-2H-pyran-4-yl)pyridazine-3-carboxamide